C(CCC\C=C/CC)OC(CCC(=O)OCCCCCCCN(CCCCCCCOC(CCC(OCCCC\C=C/CC)OCCCC\C=C/CC)=O)CCC1=CC=NC=C1)OCCCC\C=C/CC ((2-(pyridin-4-yl)ethyl)azanediyl)bis(heptane-7,1-diyl) bis(4,4-bis(((Z)-oct-5-en-1-yl)oxy)butanoate)